COC(\C=C\C=1SC(=CC1)[N+](=O)[O-])=O.C(C)(C)(C)OC(=O)N1CC(C1)C(=O)NC1=CC=C(S1)CCC(=O)O 3-(5-(1-(tert-butoxycarbonyl)azetidine-3-carboxamido)thiophen-2-yl)propanoic acid Methyl-(E)-3-(5-nitrothiophen-2-yl)acrylate